C(=O)(O)[C@H](O)[C@@H](O)C(=O)O.COC(=O)C1C=CC(C1)N 4-aminocyclopent-2-ene-1-carboxylic acid methyl ester L-tartrate